CC(C)O[Eu](OC(C)C)OC(C)C tris(2-propoxy)europium (III)